racemic-erythritol C([C@H](O)[C@H](O)CO)O |r|